(+-)-2,2-dimethyltricyclo[6.2.1.0~1,6~]undecan-7-one CC1(C23C(CCC1)C(C(CC2)C3)=O)C